tert-butyl 4-(iodomethyl) piperidine-1,4-dicarboxylate N1(CCC(CC1)C(=O)OCI)C(=O)OC(C)(C)C